ClC1=NC=2C=C(C=CC2C2=C1COC2)CN(C(=O)C=2C=NC(=NC2)C2CC2)C2=C(C=C(C=C2)F)C#N N-({4-chloro-1H,3H-furo[3,4-c]quinolin-7-yl}methyl)-N-(2-cyano-4-fluoro-phenyl)-2-cyclopropylpyrimidine-5-carboxamide